hydroxyisopropyl-benzophenone OC=1C(=C(C(=O)C2=CC=CC=C2)C=CC1)C(C)C